iron bis(cyclopentadiene) C1=CC=CC1.C1=CC=CC1.[Fe]